ONC(CCCCCNC(C1=CC=C(C=C1)C=1N=C(SC1)N1N=C(C(C1=O)NNC=1SC=CN1)C1=CC=CC=C1)=O)=O (Z)-N-(6-(hydroxyamino)-6-oxohexyl)-4-(2-(5-oxo-3-phenyl-4-(2-(thiazol-2-yl)hydrazino)-4,5-dihydro-1H-pyrazol-1-yl)thiazol-4-yl)benzamide